P(=O)([O-])([O-])[O-].[Fe+2].[Fe+2] iron-iron phosphate